5-fluoro-2-(piperazin-1-yl)benzo[d]oxazole hydrochloride Cl.FC=1C=CC2=C(N=C(O2)N2CCNCC2)C1